Tert-butyl 2-(((tert-butoxycarbonyl)(cyclobutylmethyl)amino)methyl)-6-((4-(5-(methylthio)pyridin-3-yl)-1H-1,2,3-triazol-1-yl)methyl)-1H-indole-1-carboxylate C(C)(C)(C)OC(=O)N(CC1CCC1)CC=1N(C2=CC(=CC=C2C1)CN1N=NC(=C1)C=1C=NC=C(C1)SC)C(=O)OC(C)(C)C